CN1N=CC(=C1)C=1C=C2N(N=CC=C2N2CC3CCC(C2)N3C3CC(C3)S(=O)(=O)C)C1 6-(1-Methyl-1H-pyrazol-4-yl)-4-(8-((1s,3s)-3-(methylsulfonyl)cyclobutyl)-3,8-diazabicyclo[3.2.1]oct-3-yl)pyrrolo[1,2-b]pyridazine